1-(1-(tetrahydro-2H-pyran-2-yl)-1H-pyrazol-4-yl)cyclobutanol butyl-7-(4-(2,6-dioxopiperidin-3-yl)-2-fluorophenyl)-2,7-diazaspiro[3.5]nonane-2-carboxylate C(CCC)C1N(CC12CCN(CC2)C2=C(C=C(C=C2)C2C(NC(CC2)=O)=O)F)C(=O)OC2(CCC2)C=2C=NN(C2)C2OCCCC2